3-amino-3-(pyridin-2-yl)propan-1-ol NC(CCO)C1=NC=CC=C1